NC1=CC=C(C=C1)C=1C2=CC=C(N2)C(=C2C=CC(C(=C3C=CC(=C(C=4C=CC1N4)C4=CC=C(C=C4)N)N3)C3=CC=C(C=C3)N)=N2)C2=CC=C(C=C2)N.[Cu] Copper 5,10,15,20-tetrakis(4-aminophenyl)porphyrin